CC(C)(COP(=O)(O)O)[C@H](C(=O)NCCC(=O)O)O (R)-4'-phosphopantothenic acid